O=C1NC(CCC1N1C(C2=C(C(=C(C(=C2C1=O)F)F)F)N1C(C(NC(C1([2H])[2H])([2H])[2H])([2H])[2H])([2H])[2H])=O)=O 2-(2,6-dioxopiperidin-3-yl)-4,5,6-trifluoro-7-(piperazin-1-yl-2,2,3,3,5,5,6,6-d8)isoindoline-1,3-dione